4-{6-amino-5-[1-(2,6-dichloro-3-fluoro-phenyl)-ethoxy]-pyridin-3-yl}-N-azetidin-3-yl-benzamide NC1=C(C=C(C=N1)C1=CC=C(C(=O)NC2CNC2)C=C1)OC(C)C1=C(C(=CC=C1Cl)F)Cl